C1(=CC=CC=C1)SC1=C(C#N)C=CC=C1 2-(phenylthio)benzonitrile